C1(CCCCC1)CCN1C=CC2=CC(=CC=C12)N 1-(2-cyclohexylethyl)-1h-indol-5-amine